N1=C(C=CC=C1)CNCC=1C=C(C=C(C1)CNCC1=NC=CC=C1)CCC(C)=O 4-(3,5-Bis(((pyridin-2-ylmethyl)amino)methyl)phenyl)butanone